FC1=CC=C2C[C@@H](C2=C1)NC(=NO)C1=NON=C1OCCN1C=NN=C1 N-[(7S)-4-Fluorobicyclo[4.2.0]octa-1,3,5-trien-7-yl]-N'-hydroxy-4-[2-(4H-1,2,4-triazol-4-yl)ethoxy]-1,2,5-oxadiazol-3-carboximidamid